(R)-N-(5-(2-(3-ethylmorpholino)acetamido)-2-methylpyridin-3-yl)-2-(1-methyl-1H-pyrazol-4-yl)pyrazolo[5,1-b]thiazole-7-carboxamide C(C)[C@@H]1COCCN1CC(=O)NC=1C=C(C(=NC1)C)NC(=O)C=1C=NN2C1SC(=C2)C=2C=NN(C2)C